FC=1C=CC=2N(C1)C(=CN2)C(=O)NC2=C(C(=CC(=C2)C2=NOC(=N2)[C@@H]2[C@H](C2)F)F)C 6-fluoro-N-(3-fluoro-5-(5-((1R,2S)-2-fluorocyclopropyl)-1,2,4-oxadiazol-3-yl)-2-methylphenyl)imidazo[1,2-a]pyridine-3-carboxamide